ClC=1C=C(C=CC1)N1N=C(C2=C1C(N(CC2)C2=C(C=C1CCN(CC1=C2)CCO)F)=O)C(=O)OCC ethyl 1-(3-chlorophenyl)-6-[6-fluoro-2-(2-hydroxyethyl)-3,4-dihydro-1H-isoquinolin-7-yl]-7-oxo-4,5-dihydropyrazolo[3,4-c]pyridine-3-carboxylate